fluoro-dipyrrolidinocarbenium hexafluorophosphate F[P-](F)(F)(F)(F)F.F[C+](N1CCCC1)N1CCCC1